5-[2-(2,2-difluoroethoxy)-4,4,4-trifluoro-butoxy]-3-methyl-N-(4-methyl-1,1-dioxo-thian-4-yl)imidazo[4,5-b]pyridine-2-carboxamide FC(COC(COC1=CC=C2C(=N1)N(C(=N2)C(=O)NC2(CCS(CC2)(=O)=O)C)C)CC(F)(F)F)F